C1(CCC1)N1C(=NC2=C1C=C(C=C2F)C(C)(C)O)NC(C(C)C2(CC2)C(F)(F)F)=O N-(1-cyclobutyl-4-fluoro-6-(2-hydroxypropan-2-yl)-1H-benzo[d]imidazol-2-yl)-2-(1-(trifluoromethyl)cyclopropyl)propanamide